(9,9-dimethyl-9H-fluoren-3-yl)amine CC1(C2=CC=CC=C2C=2C=C(C=CC12)N)C